NC1=C(C=C(C=N1)C=1C=NC=CC1)OC1=CC=C(C=C1)NC(=O)NC1=CC(=C(C=C1)Cl)C(F)(F)F 1-(4-((6-amino-[3,3'-bipyridin]-5-yl)oxy)phenyl)-3-(4-chloro-3-(trifluoromethyl)phenyl)urea